CC1=NC=C(C=C1Br)Cl 2-Methyl-3-bromo-5-chloropyridine